N-((R)-1-(3-amino-5-(trifluoromethyl)phenyl)ethyl)-7-methoxy-6-((1-((R)-1-methoxyethyl)cyclopropyl)methoxy)-2-methylquinazolin-4-amine NC=1C=C(C=C(C1)C(F)(F)F)[C@@H](C)NC1=NC(=NC2=CC(=C(C=C12)OCC1(CC1)[C@@H](C)OC)OC)C